C(C)(=O)NC=1C=C2C(=CN1)N(C=C2C2=CC(=C1C(=N2)C2(OCC1(F)F)COCC2)OC2COC2)C(=O)O 5-Acetamido-3-(5',5'-difluoro-4'-(oxetan-3-yloxy)-4,5,5',6'-tetrahydro-2H-spiro[furan-3,8'-pyrano[3,4-b]pyridin]-2'-yl)-1H-pyrrolo[2,3-c]pyridine-1-carboxylic acid